2,6-dichloro-3,5-diphenylpyrazine ClC1=NC(=C(N=C1C1=CC=CC=C1)C1=CC=CC=C1)Cl